3-(2-(cyclopropyl(methyl)amino)ethyl)-1H-pyrrolo[2,3-b]pyridine-5-carbonitrile fumarate salt C(\C=C\C(=O)O)(=O)O.C1(CC1)N(CCC1=CNC2=NC=C(C=C21)C#N)C